N4-behenoyl-1-β-D-arabinopentofuranosyl-cytosine tert-butyl-(2-(1'-methyl-3-(1-(4-oxopentanoyl)piperidin-4-yl)-1H,1'H-[4,6'-biindazol]-1-yl)acetyl)glycylglycinate C(C)(C)(C)N(CC(=O)NCC(=O)O)C(CN1N=C(C=2C(=CC=CC12)C1=CC=C2C=NN(C2=C1)C)C1CCN(CC1)C(CCC(C)=O)=O)=O.C(CCCCCCCCCCCCCCCCCCCCC)(=O)NC1=NC(N(C=C1)[C@H]1[C@@H](O)[C@H](O)[C@H](O1)CO)=O